FC1=C(C(=CC=C1)C)B(O)O (2-fluoro-6-methylphenyl)boronic acid